tetraethyl 5-(benzyloxy)-9H-carbazole-1,2,3,4-tetracarboxylate C(C1=CC=CC=C1)OC1=C2C=3C(=C(C(=C(C3NC2=CC=C1)C(=O)OCC)C(=O)OCC)C(=O)OCC)C(=O)OCC